N-[(1S)-1-[2-(6-carbamoyl-pyrimidin-4-yl)-5-cyclopropyl-1,2,4-triazol-3-yl]ethyl]carbamic acid tert-butyl ester C(C)(C)(C)OC(N[C@@H](C)C=1N(N=C(N1)C1CC1)C1=NC=NC(=C1)C(N)=O)=O